CC1=C(C(=O)P(C2=CC=CC=C2)(OCC)=O)C(=CC(=C1)C)C 2,4,6-trimethylbenzoylethoxyphenylphosphine oxide